ClC=1C=CC2=C(N(C3=C(CC2)C=CC=C3)CCCCNC/C=C/C(=O)NOC(C)C)C1 (E)-4-[4-(3-chloro-10,11-dihydro-5H-dibenzo[b,f]azepin-5-yl)butylamino]-N-isopropoxy-but-2-enamide